COC1=C(OCC(C)O)C=CC=C1 3-(2-methoxyphenoxy)propan-2-ol